C(=O)C1=C(CCC(C1)C1=C(C=C(C=C1)C)C)C(=O)O 5-formyl-2',4'-dimethyl-1,2,3,6-tetrahydro-[1,1'-biphenyl]-4-carboxylic acid